9-methoxy-6-phenylindazolo[2,3-a]quinoxalin-3-ol COC=1C=CC=2C(C1)=NN1C2C(=NC=2C=C(C=CC12)O)C1=CC=CC=C1